C(#N)C(NC(=O)[C@@H]1[C@H]2C([C@H]2CN1C([C@H](C(C)(C)C)NC(=O)C1COCC1)=O)(C)C)C1=NN=CC2=CC=CC=C12 (1R,2S,5S)-N-[cyano(phthalazin-1-yl)methyl]-3-[(2S)-3,3-dimethyl-2-(tetrahydrofuran-3-carbonylamino)butanoyl]-6,6-dimethyl-3-azabicyclo[3.1.0]hexane-2-carboxamide